FC=1C=C(C=CC1OC)[C@H](CC(=O)OCC)NC(=O)C1CC2(CN(C2)CCC2=NC=3NCCCC3C=C2)C1 Ethyl (S)-3-(3-fluoro-4-methoxyphenyl)-3-(2-(2-(5,6,7,8-tetrahydro-1,8-naphthyridin-2-yl)ethyl)-2-azaspiro[3.3]heptane-6-carboxamido)propanoate